amino-tetra-ethylene glycol NC(COCCOCCOCCO)O